2-(2,6-dioxopiperidin-3-yl)-5-(2-(2-(2-(2-(4-(((E)-3-((E)-3-(4-nitrophenyl)allylidene)-2-oxoindolin-1-yl)methyl)phenoxy)ethoxy)ethoxy)ethoxy)ethoxy)isoindoline-1,3-dione O=C1NC(CCC1N1C(C2=CC=C(C=C2C1=O)OCCOCCOCCOCCOC1=CC=C(C=C1)CN1C(/C(/C2=CC=CC=C12)=C/C=C/C1=CC=C(C=C1)[N+](=O)[O-])=O)=O)=O